7-[1-[(1S)-1-[(2S,4r)-4-hydroxy-2-(methylcarbamoyl)pyrrolidine-1-carbonyl]-2,2-dimethyl-propyl]triazol-4-yl]indoline-1-carboxylic acid tert-butyl ester C(C)(C)(C)OC(=O)N1CCC2=CC=CC(=C12)C=1N=NN(C1)[C@@H](C(C)(C)C)C(=O)N1[C@@H](C[C@H](C1)O)C(NC)=O